CN(C(C(C1=CNC2=CC=CC(=C12)OCC1=CC=CC=C1)=O)=O)C N,N-dimethyl-α-oxo-4-(phenyl-methoxy)-1H-indole-3-acetamide